NCCO Glycineol